CC1(CCN(CC1)C=1OC2=C(C=C(C=C2C(C1)=O)F)[C@@H](C)NC1=C(C(=O)O)C=CC=C1)C (R)-2-((1-(2-(4,4-dimethylpiperidin-1-yl)-6-fluoro-4-oxo-4H-chromen-8-yl)ethyl)amino)benzoic acid